(R)-(2-pyrrolidinylmethyl)-carbamic acid tert-butyl ester C(C)(C)(C)OC(NC[C@@H]1NCCC1)=O